(2E,4E)-5-(4-chlorophenyl)-1-(piperidin-1-yl)penta-2,4-dien-1-one ClC1=CC=C(C=C1)/C=C/C=C/C(=O)N1CCCCC1